N-(allyl(methyl)(oxo)-λ6-sulfaneylidene)-4-((5-(trifluoromethyl)-1,2,4-oxadiazol-3-yl)methyl)benzamide C(C=C)S(=NC(C1=CC=C(C=C1)CC1=NOC(=N1)C(F)(F)F)=O)(=O)C